tert-butyl N-((4-fluoro-6-hydroxy-1H-indol-2-yl)methyl)carbamate FC1=C2C=C(NC2=CC(=C1)O)CNC(OC(C)(C)C)=O